C(C)(C)(C)OC(=O)NC=1SC=CC1C(=O)O 2-{{tert-butoxycarbonyl}amino}thiophene-3-carboxylic acid